4,7,10,13,19,22,25,28-octaoxa-16-aza-triacontan CCCOCCOCCOCCOCCNCCOCCOCCOCCOCC